C(#N)CCC=1C=CC2=C(N=C(O2)C2=C3C=C(N=CC3=C(N=C2)NC)NC(=O)C2CC2)C1 N-(5-(5-(2-cyanoethyl)benzo[d]oxazol-2-yl)-8-(methylamino)-2,7-naphthyridin-3-yl)cyclopropanecarboxamide